S(=O)(=O)(C1=CC=C(C)C=C1)N1CC=CC2=CC=CC=C12 1-tosyl-1,2-dihydroquinoline